NC1=NC=C(C#N)C(=C1)SC(C)C 6-amino-4-(isopropylthio)nicotinonitrile